(R)-2-(Hexan-3-yloxy)-7-((5-methyl-6-(piperazin-1-yl)pyridin-3-yl)methyl)imidazo[2,1-f]-[1,2,4]triazin-4-amin CC[C@H](CCC)OC1=NN2C(C(=N1)N)=NC=C2CC=2C=NC(=C(C2)C)N2CCNCC2